Ethylhexylbehenat C(C)C(C(=O)[O-])(CCCCCCCCCCCCCCCCCCCC)CCCCCC